C(N1[C@H]2C=3N([C@@H](C4=C(C1=O)C=CC=C4C#CC)C2)C2=C(N3)C=CC(=C2)C=2C=NC(=NC2)C2NCCC2)([2H])([2H])[2H] (7R,14R)-6-(methyl-d3)-1-(prop-1-yn-1-yl)-11-(2-(pyrrolidin-2-yl)pyrimidin-5-yl)-6,7-dihydro-7,14-methanobenzo[f]benzo[4,5]imidazo[1,2-a][1,4]diazocin-5(14H)-one